methyl (2S,5S)-1-trifluoroacetyl-5-(p-nitrobenzenesulfonyloxy)-piperidine-2-carboxylate FC(C(=O)N1[C@@H](CC[C@@H](C1)OS(=O)(=O)C1=CC=C(C=C1)[N+](=O)[O-])C(=O)OC)(F)F